FC12CC(C1)(C2)C(CC(CCCC#N)(C)C)=O 7-(3-fluorobicyclo[1.1.1]pentan-1-yl)-5,5-dimethyl-7-oxoheptanenitrile